BrC1=CC=C(C=C1)C(C#CC1=CC=CC=C1)(O)C=1NC2=CC=CC=C2C1 1-(4-Bromophenyl)-1-(1H-indol-2-yl)-3-phenyl-prop-2-yn-1-ol